C(C)(C)C1=CC=C(C[C@H](N)C(=O)O)C=C1 4-isopropyl-L-phenylalanine